CC(C(=O)OC)(CC=C(C)C)C=C methyl 2,5-dimethyl-2-vinylhex-4-enoate